(ethoxydimethylsilyl)-5-methylfuran C(C)O[Si](C)(C)C=1OC(=CC1)C